O1C(=O)C=C(C2=CC=CC=C12)C1=CC=C(C=C1)C(C=CC=1SC=CC1)=O 1-(4-(4-coumarinyl)-phenyl)-3-(2-thienyl)-2-propen-1-one